S=C1NC(NC=C1)=O 4-thioxo-3,4-dihydropyrimidin-2(1H)-one